2-Fluoro-N-(2'-hydroxy-3'-(3-(piperazin-1-yl)isoxazol-5-yl)-[1,1'-biphenyl]-4-yl)acetamide 2,2,2-trifluoroacetate FC(C(=O)O)(F)F.FCC(=O)NC1=CC=C(C=C1)C1=C(C(=CC=C1)C1=CC(=NO1)N1CCNCC1)O